C1(=CC=CC=C1)C(C(C)=O)=O phenyl-propane-dione